(S)-3-(4-(4-((14-azido-3,6,9,12-tetraoxatetradecyl)oxy)naphthalen-1-yl)phenyl)-3-((S)-2-(4-((4-methylpyridin-2-yl)amino)butanamido)propanamido)propanoic acid N(=[N+]=[N-])CCOCCOCCOCCOCCOC1=CC=C(C2=CC=CC=C12)C1=CC=C(C=C1)[C@H](CC(=O)O)NC([C@H](C)NC(CCCNC1=NC=CC(=C1)C)=O)=O